4-[[(1S,2S)-2-[(3R)-3-aminopiperidin-1-yl]-4,6-dichloro-2,3-dihydro-1H-inden-1-yl]oxy]-3,5-difluorobenzene N[C@H]1CN(CCC1)[C@@H]1[C@H](C2=CC(=CC(=C2C1)Cl)Cl)OC1=C(C=CC=C1F)F